tert-butyl-3-((2R)-2-(3,5-bis((tert-butoxycarbonylamino)methyl)benzamido)-2-(2,9,9-trimethyl-3,5-dioxa-4-bora-tricyclo[6.1.1.02,6]dec-4-yl)ethyl)-2-methoxybenzoate C(C)(C)(C)OC(C1=C(C(=CC=C1)C[C@@H](B1OC2(C3C(C(CC2O1)C3)(C)C)C)NC(C3=CC(=CC(=C3)CNC(=O)OC(C)(C)C)CNC(=O)OC(C)(C)C)=O)OC)=O